7-Cyclobutoxy-N-(1-(2-fluoroethyl)-1H-pyrazol-3-yl)-2-(1-methyl-2-oxabicyclo[2.2.1]heptan-4-yl)imidazo[1,2-a]pyridine-6-carboxamide C1(CCC1)OC1=CC=2N(C=C1C(=O)NC1=NN(C=C1)CCF)C=C(N2)C21COC(CC2)(C1)C